CNS(=O)(=O)N1CCC2=CC=CC=C12 N-methylindoline-1-sulfonamide